tert-butyl (4-(2-(cyclopropanecarboxamido)pyridin-4-yl)-3-fluoro-2-methylbenzyl)carbamate C1(CC1)C(=O)NC1=NC=CC(=C1)C1=C(C(=C(CNC(OC(C)(C)C)=O)C=C1)C)F